ClC1=CC=C[C@H](N1C(C)C1=C(C(=CC=C1)C(F)F)F)C (R)-6-chloro-N-(1-(3-(difluoromethyl)-2-fluorophenyl)ethyl)-2-methylpyridine